C(=O)(O)COC1=C(C=CC(=C1)OCC#C)C(C=CC1=CC=C(C(=O)O)C=C1)=O 4-[3-[2-(Carboxymethoxy)-4-prop-2-ynoxyphenyl]-3-oxoprop-1-enyl]benzoic acid